CN(CCNC1=C2C(=NC(=N1)C1=CC=C(C=C1)NS(=O)(=O)C1=NC=CC(=C1)OC(C)C)NN=C2C)C N-[4-(4-{[2-(dimethylamino)ethyl]amino}-3-methyl-1H-pyrazolo[3,4-d]pyrimidin-6-yl)phenyl]-4-isopropoxypyridine-2-sulfonamide